FC1(CCC(CC1)C=1OC2=C(C=C(C=C2C(C1C)=O)C)C(C)NC1=C(C(=O)O)C=CC=C1)F 2-[1-[2-(4,4-Difluorocyclohexyl)-3,6-dimethyl-4-oxo-chromen-8-yl]ethylamino]benzoic acid